O=C1N(CC2=CC(=CC=C12)O[C@@H]1[C@@H](CCCC1)N1CC(C1)C1=NC=CN=C1)C1C(NC(CC1)=O)=O 3-(1-oxo-5-(((1S,2R)-2-(3-(pyrazin-2-yl)azetidin-1-yl)cyclohexyl)oxy)isoindolin-2-yl)piperidine-2,6-dione